2-(2-(8-(2-(2-(4-(6-((5-((2-Chloro-6-Methylphenyl)Carbamoyl)Thiazol-2-yl)Amino)-2-Methylpyrimidin-4-yl)Piperazin-1-yl)Ethoxy)Ethoxy)Naphthalen-2-yl)Thiazol-4-yl)Acetic Acid ClC1=C(C(=CC=C1)C)NC(=O)C1=CN=C(S1)NC1=CC(=NC(=N1)C)N1CCN(CC1)CCOCCOC=1C=CC=C2C=CC(=CC12)C=1SC=C(N1)CC(=O)O